benzoyl-N,N-dimethyl-p-toluidine C(C1=CC=CC=C1)(=O)C1=C(N(C)C)C=CC(=C1)C